N-[7-cyano-6-[4-fluoro-3-[[2-[3-(trifluoromethyl)phenyl]acetyl]amino]phenoxy]-1,3-benzothiazol-2-yl]cyclopropanecarboxamide C(#N)C1=C(C=CC=2N=C(SC21)NC(=O)C2CC2)OC2=CC(=C(C=C2)F)NC(CC2=CC(=CC=C2)C(F)(F)F)=O